(S)-1-(4-fluorophenylmethyl)-3-(4-isobutoxyphenylmethyl)-1-((1-methylpyrrolidin-2-yl)methyl)urea FC1=CC=C(C=C1)CN(C(=O)NCC1=CC=C(C=C1)OCC(C)C)C[C@H]1N(CCC1)C